C(C1=CC=CC=C1)N1CC2=CC=CC=C2C2(C1)CCCCC2 2'-benzyl-2',3'-dihydro-1'h-spiro[cyclohexane-1,4'-isoquinoline]